OC(C(=O)N)(CN1N=C(N=C1)C(F)(F)F)C 2-hydroxy-2-methyl-3-(3-(trifluoromethyl)-1H-1,2,4-triazol-1-yl)propanamide